2-(2-((2-fluorophenyl)amino)-2-oxoacetyl)octahydrocyclopenta[c]pyrrole-1-carboxylic acid FC1=C(C=CC=C1)NC(C(=O)N1C(C2C(C1)CCC2)C(=O)O)=O